tert-butyl (3S,6S)-6-(((R)-1-(4-carbamimidoylthiophen-2-yl)ethyl)carbamoyl)-1,1-difluoro-5-azaspiro[2.4]heptane-5-carboxylate C(N)(=N)C=1C=C(SC1)[C@@H](C)NC(=O)[C@H]1N(C[C@@]2(CC2(F)F)C1)C(=O)OC(C)(C)C